Boc-(R)-3-amino-2,4,5-trifluorobenzenebutyric acid C(=O)(OC(C)(C)C)C1=C(C(=C(C(=C1CCCC(=O)O)F)N)F)F